S(N)(=O)(=O)CNCCC1CN(C1)C1=NC=NC2=CC(=C(C=C12)OC)OC 4-(3-(2-sulfamoylmethylaminoethyl)azetidine-1-yl)-6,7-di-methoxyquinazoline